C(CC)C1CCN(CC1)CC=1C=C(C=CC1)B(O)O (3-[(4-PROPYLPIPERIDIN-1-YL)METHYL]PHENYL)BORANEDIOL